NC1=C(C(C=2C(OC=3C=CC=CC3C2O1)=O)C1=CC=C(C=C1)C)C#N 2-amino-5-oxo-4-(p-tolyl)-4H,5H-pyrano[3,2-c]chromene-3-carbonitrile